(S)-2-(5-(3,6-dihydro-2H-pyran-4-yl)-6-oxopyrimidin-1(6H)-yl)-N-(1-(4-(trifluoromethoxy)phenyl)ethyl)acetamide O1CCC(=CC1)C1=CN=CN(C1=O)CC(=O)N[C@@H](C)C1=CC=C(C=C1)OC(F)(F)F